NC1=NC=2C=CC(=CC2C2=C1C=NN2C)C(=O)N([C@H]2CO[C@H](C1=C2C=CC(=C1)C(F)(F)F)C)C 4-amino-N,1-dimethyl-N-((1S,4R)-1-methyl-7-(trifluoro-methyl)-3,4-dihydro-1H-2-benzopyran-4-yl)-1H-pyrazolo[4,3-c]quinoline-8-carboxamide